F[C@@H]1[C@H]([C@@]2(CN([C@]1(CC2)C)C)C)OC2=CC=C(N=N2)C2=C(C=C(C=C2)N2C=NC(=C2)C)O 2-(6-(((1S,4S,5S,6S)-6-fluoro-1,2,4-trimethyl-2-azabicyclo[2.2.2]octan-5-yl)oxy)pyridazin-3-yl)-5-(4-methyl-1H-imidazol-1-yl)phenol